CN(CC(=O)N(CCCCCC(OCCCCCCCCCCC)=O)CCCCCC(=O)OC(CCCCCC)CCCCCC)C tridecan-7-yl 6-(2-(dimethylamino)-N-(6-oxo-6-(undecyloxy)hexyl)acetamido)hexanoate